ClC1=CC(=C(C(=C1)C)C1=CC2=C(N=N1)N(C=C2)CC2CC(N(CC2)C)=O)O 4-{[3-(4-Chloro-2-hydroxy-6-methylphenyl)-7H-pyrrolo[2,3-c]pyridazin-7-yl]methyl}-1-methylpiperidin-2-one